FC1=C(C=CC=C1)C#CC=1C(=CC2=C(NC(=N2)C2=C(C=C(C(=C2)OC)OC)OC)C1)N1CCOCC1 4-(6-((2-fluorophenyl)ethynyl)-2-(2,4,5-trimethoxyphenyl)-1H-benzo[d]imidazol-5-yl)morpholine